2-hydroxy-phenyl-propane OC1=C(C=CC=C1)CCC